9-(((tetrahydro-2H-pyran-4-yl)methyl)amino)heptadecanedioic acid bis(3-pentyloxy) ester CCC(CC)OOC(CCCCCCCC(CCCCCCCC(=O)OOC(CC)CC)NCC1CCOCC1)=O